5-cyanomethyluridine C(#N)CC=1C(NC(N([C@H]2[C@H](O)[C@H](O)[C@@H](CO)O2)C1)=O)=O